ClC=1C(=CC(=C(C1)C=1NC=2C=CN=C(C2C(C1)=O)C(=O)N)C)C1(C[C@H]2C[C@H]2C1)C 2-(5-chloro-2-methyl-4-((1R,3s,5S)-3-methylbicyclo[3.1.0]hexan-3-yl)phenyl)-4-oxo-1,4-dihydro-1,6-naphthyridine-5-carboxamide